ClC1=C(C(=CC=C1)F)N1CCC(CC1)N1C(N(C=2C([C@H]1C)=CN(N2)C)CC2=C(C=CC=C2)C(F)(F)F)=O (R)-5-[1-(2-chloro-6-fluoro-phenyl)-piperidin-4-yl]-2,4-dimethyl-7-(2-trifluoromethyl-benzyl)-2,4,5,7-tetrahydro-pyrazolo[3,4-d]pyrimidin-6-one